4-(3-cyanobenzoyl)-1H-pyrrole-2-carboxylate C(#N)C=1C=C(C(=O)C=2C=C(NC2)C(=O)[O-])C=CC1